N-((3R,4S)-4-((6-(2,6-dichloro-3,5-di-methoxyphenyl)-8-(pyridin-4-yl)pyrido[3,4-d]pyrimidin-2-yl)amino)tetra-hydrofuran-3-yl)acrylamide ClC1=C(C(=C(C=C1OC)OC)Cl)C1=CC2=C(N=C(N=C2)N[C@H]2[C@H](COC2)NC(C=C)=O)C(=N1)C1=CC=NC=C1